C1(=CC=CC=C1)C1=NC(=CC(=N1)C=1C=C(C=C(C1)N1C2=CC=C(C=C2C=2C=C(C=CC12)C1=NC(=CC=C1)C1=CC=CC=C1)C1=NC(=CC=C1)C1=CC=CC=C1)N1C2=CC=C(C=C2C=2C=C(C=CC12)C1=NC(=CC=C1)C1=CC=CC=C1)C1=NC(=CC=C1)C1=CC=CC=C1)C1=CC=CC=C1 9,9'-(5-(2,6-diphenylpyrimidin-4-yl)-1,3-phenylene)bis(3,6-bis(6-phenylpyridin-2-yl)-9H-carbazole)